tert-butyl (R)-(1-(2-(7-(1-acetylpiperidin-4-yl)-1-(cyclopropylmethyl)-1H-indol-2-yl)-4-fluoro-3-methylpyrazolo[1,5-a]pyridine-6-carbonyl)piperidin-3-yl)carbamate C(C)(=O)N1CCC(CC1)C=1C=CC=C2C=C(N(C12)CC1CC1)C1=NN2C(C(=CC(=C2)C(=O)N2C[C@@H](CCC2)NC(OC(C)(C)C)=O)F)=C1C